ethyl 6-chloro-4-methyl-2-(trifluoromethyl)pyridine-3-carboxylate ClC1=CC(=C(C(=N1)C(F)(F)F)C(=O)OCC)C